5-(4-(4-cyano-2-fluorophenyl)piperazin-1-yl)-5,6,7,8-tetrahydronaphthalene-2-carboxylic acid methyl ester COC(=O)C1=CC=2CCCC(C2C=C1)N1CCN(CC1)C1=C(C=C(C=C1)C#N)F